O.[Na+].O=C1C2=CC=CC=C2C(C=2C=CC(=CC12)S(=O)(=O)[O-])=O 9,10-dihydro-9,10-dioxo-2-anthracenesulfonic acid sodium salt monohydrate